N-(2-methylaminoethyl)-3-aminopropyl-triethoxysilane CNCCNCCC[Si](OCC)(OCC)OCC